ClC=1C=C2C(=NN(C2=C(C1)C1CC1)C1OCCCC1)C1=C(C(=O)N)C=CC(=C1)F (5-chloro-7-cyclopropyl-1-(tetrahydro-2H-pyran-2-yl)-1H-indazol-3-yl)-4-fluorobenzamide